C(C)(=O)N1C[C@H](N(CC1)C(CN1C2=C(OC(C1=O)(F)F)C=C(C(=C2)C2=C(C(=C(C(=C2F)F)F)F)F)F)=O)C(=O)O (S)-4-acetyl-1-(2-(2,2,7-trifluoro-3-oxo-6-(perfluorophenyl)-2,3-dihydro-4H-benzo[b][1,4]oxazin-4-yl)acetyl)piperazine-2-carboxylic acid